2-(1-(Cyclopropylmethyl)-1H-pyrazol-4-yl)-3-isopropyl-4-oxo-3,4-dihydropyrido[3,2-d]pyrimidine-8-carboxamide C1(CC1)CN1N=CC(=C1)C=1N(C(C2=C(N1)C(=CC=N2)C(=O)N)=O)C(C)C